FC1(CCC(CC1)NC1=NC(=NC(=C1)N1CC2(COC2)C1)N1N=C(C=C1)CF)F N-(4,4-difluorocyclohexyl)-2-(3-(fluoromethyl)-1H-pyrazol-1-yl)-6-(2-oxa-6-azaspiro[3.3]heptan-6-yl)pyrimidin-4-amine